C(#N)C(C(=O)OCC)=NOC(=[N+](C)C)N(C)C O-[(cyano(ethoxycarbonyl)methyliden)amino]-1,1,3,3-tetramethyluronium